(R,E)-1-(2-ethyl-4-(1-(((4-(5-fluoropyrazin-2-yl)-3-methylbenzyl)oxy)imino)ethyl)benzyl)pyrrolidine-3-carboxylic acid C(C)C1=C(CN2C[C@@H](CC2)C(=O)O)C=CC(=C1)/C(/C)=N/OCC1=CC(=C(C=C1)C1=NC=C(N=C1)F)C